C[C@@H]1N(CC1)C=1N=C(C2=C(N1)CCC2)C2=CC=C(C=C2)C2(CC2)N2CCOCC2 (S)-4-(1-(4-(2-(2-methylazetidin-1-yl)-6,7-dihydro-5H-cyclopenta[d]pyrimidin-4-yl)phenyl)cyclopropyl)morpholine